methyl 2-((S)-1-(4-(4-chloro-6-((4-cyano-2-fluorobenzyl)oxy)pyridin-2-yl)piperazin-1-yl)ethyl)-1-(((S)-oxetan-2-yl)methyl)-1H-benzo[d]imidazol-6-carboxylate ClC1=CC(=NC(=C1)OCC1=C(C=C(C=C1)C#N)F)N1CCN(CC1)[C@@H](C)C1=NC2=C(N1C[C@H]1OCC1)C=C(C=C2)C(=O)OC